Heptan-7-yl-isoindoline-1,3-dione CCCCCCCN1C(C2=CC=CC=C2C1=O)=O